2-amino-4-methoxy-1,3-benzothiazole-6-carboxylic acid methyl ester COC(=O)C1=CC2=C(N=C(S2)N)C(=C1)OC